propione butyrate C(CCC)(=O)O.CCC(=O)CC